CC(C)(C)OC(=O)N(C1=C(C=C(C=2N1C=NC2)Br)C(=O)OC)C(=O)OC(C)(C)C methyl 5-[bis[(2-methylpropan-2-yl) oxycarbonyl] amino]-8-bromoimidazo[1,5-a]pyridine-6-carboxylate